NC1=C2C(=NC=N1)N(N=C2C(F)F)C(C)C=2C(=C(C(=C(C2)Cl)F)C2CN(C2)CCC)OCC (2R)-1-[3-(3-{1-[4-Amino-3-(difluoromethyl)-1H-pyrazolo[3,4-d]pyrimidin-1-yl]ethyl}-5-chloro-2-ethoxy-6-fluorophenyl)azetidin-1-yl]propan